2-(perfluorobutyl)-4-(p-tolyl)quinoline FC(C(C(C(F)(F)F)(F)F)(F)F)(C1=NC2=CC=CC=C2C(=C1)C1=CC=C(C=C1)C)F